(R)-7-bromo-8-methoxy-N-(1-(3-(trifluoromethyl)phenyl)ethyl)imidazo[1,5-a]quinazolin-5-amine BrC=1C=C2C(=NC=3N(C2=CC1OC)C=NC3)N[C@H](C)C3=CC(=CC=C3)C(F)(F)F